4-CHLORO-2-MERCAPTOBENZALDEHYDE ClC1=CC(=C(C=O)C=C1)S